2-[6-[4-Cyano-2-(5-cyclopropyl-2-methylpyrazol-3-yl)oxyphenyl]pyridin-3-yl]-2-[(2-methylpropan-2-yl)oxycarbonylamino]acetic acid C(#N)C1=CC(=C(C=C1)C1=CC=C(C=N1)C(C(=O)O)NC(=O)OC(C)(C)C)OC=1N(N=C(C1)C1CC1)C